[N+](=O)([O-])C1=CC=C(C=C1)S(=O)(=O)O[C@@H](C(=O)OC)CCC=C methyl (2R)-2-[(4-nitrobenzene-1-sulfonyl)oxy]hex-5-enoate